CC1(OB(OC1(C)C)C1=CC(=CC=C1)CS(=O)(=O)C)C 4,4,5,5-tetramethyl-2-(3-((methylsulfonyl)methyl)phenyl)-1,3,2-dioxaborolane